C(C)(C)(C)OC(NC=1C=NN2C1CC(CC2)OC)=O N-{5-methoxy-4H,5H,6H,7H-pyrazolo[1,5-a]pyridin-3-yl}carbamic acid tert-butyl ester